N1C=NC=C1CCNC(=O)C1NCCC1 N-[2-(1H-imidazol-5-yl)ethyl]pyrrolidine-2-carboxamide